(6S)-N-(7-methoxy-6-{[2-(pyrrolidin-1-yl)ethoxy]methyl}-1H,2H,3H-cyclopenta[b]quinolin-9-yl)-1,4-oxazepan-6-amine COC1=CC=2C(=C3C(=NC2C=C1COCCN1CCCC1)CCC3)N[C@H]3CNCCOC3